(R)-(1-(3-fluoro-2-methylpyridin-4-yl)-8-methyl-3-(3-methyl-1,2,4-thiadiazol-5-yl)-5,6-dihydroimidazo[1,5-a]pyrazin-7(8H)-yl)(4-fluorophenyl)methanone FC=1C(=NC=CC1C=1N=C(N2C1[C@H](N(CC2)C(=O)C2=CC=C(C=C2)F)C)C2=NC(=NS2)C)C